O=C1NC2C(OC1)CCN(C2)C(=O)N2CCC(CC2)=C(C=2C=C(OCCNC(OC(C)(C)C)=O)C=CC2)C2=CC=CC=C2 tert-butyl (2-(3-((1-(3-oxooctahydro-2H-pyrido[4,3-b][1,4]oxazine-6-carbonyl)piperidin-4-ylidene)(phenyl)methyl)phenoxy)ethyl)carbamate